C(C)OC(C=C(CBr)OC1=C(C=CC=C1)Cl)=O ethyl-4-bromo-3-(2-chloro-phenoxy)-2-butenoate